N,N'-bisacryloyl-1,2-diaminoethane C(C=C)(=O)NCCNC(C=C)=O